ClC=1C=C2C(=NC(=NC2=C(C1C1=C2C=NNC2=CC=C1C)F)NC1CCOCC1)N1CCN(CC1)C(C=C)=O 1-(4-(6-chloro-8-fluoro-7-(5-methyl-1H-indazol-4-yl)-2-(tetrahydro-2H-pyran-4-ylamino)quinazolin-4-yl)piperazin-1-yl)prop-2-en-1-one